NCC(C(F)F)(O)C1=NC(=CC(=C1)C(C)(C)NC(OC(C)(C)C)=O)C1=CC=C(C=C1)F tert-butyl (2-(2-(3-amino-1,1-difluoro-2-hydroxypropan-2-yl)-6-(4-fluorophenyl)pyridin-4-yl)propan-2-yl)carbamate